C1N(CC12CCOCC2)C2CCC(CC2)NC2=C1C=C(N(C1=CC=C2)CC(F)(F)F)C#CCNC2=C(OCC#N)C=C(C=C2)S(=O)(=O)C 2-(2-((3-(4-(((1R,4R)-4-(7-oxa-2-azaspiro[3.5]nonan-2-yl)cyclohexyl)amino)-1-(2,2,2-trifluoroethyl)-1H-indol-2-yl)prop-2-yn-1-yl)amino)-5-(methylsulfonyl)phenoxy)acetonitrile